ClC1=C(C=C(C=N1)C1=CC=CC=N1)NS(=O)(=O)C1=C(C=C(C=C1)F)F 6-(6-chloro-5-((2,4-difluorophenyl)sulfonamido)pyridin-3-yl)pyridin